tert-butyl (R)-(1-(7-((5,5-difluoro-2-oxotetrahydropyrimidin-1(2H)-yl)methyl)imidazo[1,2-b]pyridazin-2-yl)-2-((1,1,1-trifluoro-2-methylpropan-2-yl)oxy)ethyl)carbamate FC1(CNC(N(C1)CC1=CC=2N(N=C1)C=C(N2)[C@H](COC(C(F)(F)F)(C)C)NC(OC(C)(C)C)=O)=O)F